IC=1N(C=2C(C(=CC3=C4C(C=NC24)=NNC3)OC3=NC=CC(=N3)C)=CC1)C 10-iodo-11-methyl-7-((4-methylpyrimidin-2-yl)oxy)-5,11-dihydro-4H-1,3,4,11-tetraazadibenzo[cd,h]azulene